(R)-3-cyanopiperidine C(#N)[C@H]1CNCCC1